FC1=CC=C(C=C1)N(C(=O)N1CCC(CC1)(C(=O)O)CC(N(C1=CC=CC=C1)[C@H]1COCCC1)=O)C |r| 1-[(4-fluorophenyl)-methyl-carbamoyl]-4-[2-oxo-2-(N-[(racemic)-tetrahydropyran-3-yl]anilino)ethyl]piperidine-4-carboxylic acid